O\N=C\1/CCC2=CC(=CC=C12)C1=CC(=C(C=C1)O)C(F)(F)F 4-[(1E)-1-(hydroxyimino)-2,3-dihydro-1H-inden-5-yl]-2-(trifluoromethyl)phenol